(R)-3-(1-(bis(4-fluorophenyl)methyl)-4-(thiazolo[4,5-e][1,2,4]triazolo[4,3-a]pyrimidin-4-yl)piperazin-2-yl)propanenitrile FC1=CC=C(C=C1)C(N1[C@@H](CN(CC1)C1=NC=2N(C3=C1N=CS3)C=NN2)CCC#N)C2=CC=C(C=C2)F